2,6-diiodo-4-vinylphenyl acetate C(C)(=O)OC1=C(C=C(C=C1I)C=C)I